(1-(8-methoxyquinazolin-4-yl)piperidin-4-yl)methyl dihydrogen phosphate P(=O)(OCC1CCN(CC1)C1=NC=NC2=C(C=CC=C12)OC)(O)O